CC1(CCC(CC1)C1=CC(=CC2=C1C=CCCC2)C(=O)O)C (4,4-dimethylcyclohexyl)-6,7-dihydro-5H-benzo[7]annulene-3-carboxylic acid